(E)-3-[2-(azetidin-3-yl)ethyliden]-6alpha-hydroxyandrostane-17-one N1CC(C1)C\C=C/1\CC2[C@H](C[C@H]3[C@@H]4CCC([C@@]4(C)CC[C@@H]3[C@]2(CC1)C)=O)O